O[C@@H]1C[C@@H](CC1)N(CCCCCCCC(=O)N(CCCCCCCCCC)CCCCCCCCCC)CCCCCCCC(=O)N(CCCCCCCCCC)CCCCCCCCCC 8,8'-(((1R,3S)-3-HYDROXYCYCLOPENTYL)AZANEDIYL)BIS(N,N-DIDECYLOCTANAMIDE)